O=C1NC(CCC1N1C(C2=CC=CC(=C2C1)CCCC=O)=O)=O 4-(2-(2,6-dioxopiperidin-3-yl)-1-oxoisoindolin-4-yl)butanal